CC1=CC=C(C(=O)N2CCC(CC2)CC2=CC=CC=C2)C=C1 N-(4-METHYLBENZOYL)-4-BENZYLPIPERIDINE